4-methyl-4,6-dihydrothieno[2,3-c]Furan CC1C2=C(CO1)SC=C2